FC=1C=C(C=C(C1)F)N1C=C(C2=C1N=CN=C2N2[C@H](CN(CC2)C(=O)OC(C)(C)C)C)B2OC(C(O2)(C)C)(C)C tert-butyl (S)-4-(7-(3,5-difluorophenyl)-5-(4,4,5,5-tetramethyl-1,3,2-dioxaborolan-2-yl)-7H-pyrrolo[2,3-d]pyrimidin-4-yl)-3-methylpiperazine-1-carboxylate